3-(2-Chloro-6-methylphenyl)-7-((8-fluoro-1,1-dimethyl-1,2,3,4-tetrahydroisoquinolin-6-yl)amino)-2-methyl-2,3-dihydro-4H-pyrimido[5,4-e][1,3]oxazin-4-one ClC1=C(C(=CC=C1)C)N1C(OC2=C(C1=O)C=NC(=N2)NC=2C=C1CCNC(C1=C(C2)F)(C)C)C